ClC=1N(N=C2C1C(N(C=1N2[C@@H]2[C@H](N1)CCC2)C)=O)CC2=CC=C(C=C2)C2=NC(=CC=C2)F (6aR,9aS)-3-chloro-2-(4-(6-fluoropyridin-2-yl)benzyl)-5-methyl-5,6a,7,8,9,9a-hexahydrocyclopenta[4,5]imidazo[1,2-a]pyrazolo[4,3-e]pyrimidin-4(2H)-one